C(C=CC=CCCCCCCCCCCCCCCC(C)C)(=O)O isodocosadienoic acid